5-chloro-N-(1-ethylpiperidin-3-yl)-[1,2,4]triazolo[1,5-a]pyrimidin-2-amine ClC1=NC=2N(C=C1)N=C(N2)NC2CN(CCC2)CC